C(C1=CC=CC=C1)OC1=C(C(=NC(=C1)C)Cl)C=1OC=NN1 2-(4-(Benzyloxy)-2-chloro-6-methylpyridin-3-yl)-1,3,4-oxadiazole